NC1=C(C(=C(C=C1)C1=C(C=CC=C1)F)F)N diamino-2,2'-difluorobiphenyl